NC1CCN(CC1)C1=C(C=NC2=CC=C(C=C12)C=1C(=C(C#N)C=CC1)OCOC)C1=CC(=CC(=C1)F)F 3-[4-(4-Aminopiperidin-1-yl)-3-(3,5-difluorophenyl)chinolin-6-yl]-2-(methoxymethoxy)benzonitril